3-(3-aminopropoxy)-3,3-dimethyl-1-propenyltrimethoxysilane NCCCOC(C=C[Si](OC)(OC)OC)(C)C